CNI methyl-iodoamine